tert-butyl 2-(5-bromo-2-fluorophenyl)-2-{5-[2-(3-fluoroazetidin-1-yl)ethyl]-3-methyl-2-oxopyridin-1-yl}acetate BrC=1C=CC(=C(C1)C(C(=O)OC(C)(C)C)N1C(C(=CC(=C1)CCN1CC(C1)F)C)=O)F